2-(2-pyridyl)-2-hydroxyiminoethyldiphenylphosphine N1=C(C=CC=C1)C(CP(C1=CC=CC=C1)C1=CC=CC=C1)=NO